C1(=CC=CC=C1)N1C(C2=CC=CC=C2C=C1)=O 2-phenylisoquinoline-1(2H)-one